N[C@@H]1CN(CC[C@H]1F)C1=NC2=C(N1CC(=O)N(CC(F)(F)F)C)C=CC(=C2)OC 2-(2-((3R,4R)-3-Amino-4-fluoropiperidin-1-yl)-5-methoxy-1H-benzo[d]imidazol-1-yl)-N-methyl-N-(2,2,2-trifluoroethyl)acetamid